C(C)(C)C1=NC=2N(C(=C1)C(=O)O)N=CC2C 5-isopropyl-3-methylpyrazolo[1,5-a]pyrimidine-7-carboxylic acid